(S)-N-(6-(cyclopropyl-methoxy)pyridazin-3-yl)-2-((R)-4,4-difluoro-3-(6-oxo-1,6-dihydropyridazin-3-yl)piperidin-1-yl)propanamide C1(CC1)COC1=CC=C(N=N1)NC([C@H](C)N1C[C@@H](C(CC1)(F)F)C1=NNC(C=C1)=O)=O